(R)-(4-(amino(4,5-dichloro-2-hydroxyphenyl)methyl)piperidin-1-yl)(1H-indol-3-yl)methanone N[C@H](C1CCN(CC1)C(=O)C1=CNC2=CC=CC=C12)C1=C(C=C(C(=C1)Cl)Cl)O